C1(CC1)C(C(C(=O)O)C1=NN=C(N1)C=1N(N=CC1F)C)C1CC1 3,3-dicyclopropyl-2-[5-(4-fluoro-2-methyl-pyrazol-3-yl)-4H-1,2,4-triazol-3-yl]propanoic acid